C(#N)C1=C[C@@]2([C@H](CCC=3C(=NC(=NC23)C2=CCCN(C2)C(=O)OC(C)(C)C)C2=CC=CC=C2)[C@H](C1=O)C)C tert-butyl 5-((6aR,7R,10aS)-9-cyano-7,10a-dimethyl-8-oxo-4-phenyl-5,6,6a,7,8,10a-hexahydrobenzo[h]quinazolin-2-yl)-3,6-dihydropyridine-1(2H)-carboxylate